COC=1C=C(C=C)C=CC1OC(C)=O 3-Methoxy-4-acetoxystyrene